N-{(6R)-2-[6-(difluoromethyl)-4-(2,4,6-trifluorophenyl)-1,2-benzoxazol-3-yl]-7,7-difluoro-3-oxo-2,5,6,7-tetrahydro-3H-pyrrolo[1,2-c]imidazol-6-yl}-1-fluoromethanesulfonamide FC(C1=CC2=C(C(=NO2)N2C(N3C(=C2)C([C@@H](C3)NS(=O)(=O)CF)(F)F)=O)C(=C1)C1=C(C=C(C=C1F)F)F)F